C(C)OC(=O)C1CCC(CC1)CN=C=O Ethyl-4-(isocyanatomethyl)cyclohexancarboxylat